C(C1=CC=CC=C1)N1C([C@@H]2N(C([C@@H]1COC(C)(C)C)=O)CCC2)=O (3S,8aR)-2-benzyl-3-(tert-Butoxymethyl)hexahydropyrrolo[1,2-a]pyrazine-1,4-dione